BrCC(\C=C\C=1SC=CC1)=O (E)-1-bromo-4-(thiophen-2-yl)but-3-en-2-one